(R)-8-(2,2-difluoroethoxy)-10-methyl-11-oxo-1,3,4,7,8,9,10,11-octahydro-2H-pyrido[4',3':3,4]Pyrazolo[1,5-a][1,4]Diazepine-2-carboxylic acid tert-butyl ester C(C)(C)(C)OC(=O)N1CC=2C(=NN3C2C(N(C[C@H](C3)OCC(F)F)C)=O)CC1